methyl 4-((1r,4s)-4-(4-(4-aminophenyl)piperidin-1-yl)cyclohexyl)butanoate NC1=CC=C(C=C1)C1CCN(CC1)C1CCC(CC1)CCCC(=O)OC